C(C)O[Si](CCCN1N=C(N=C1N)CCCCCCCCCCCCC1=NN(C(=N1)N)CCC[Si](OCC)(OCC)OCC)(OCC)OCC 3,3'-dodecamethylenebis{1-[3-(triethoxysilyl)propyl]-5-amino-1,2,4-triazole}